triethylene glycol bis[3-(1,1-dimethylethyl)-4-hydroxy-5-methylphenyl propionate] CC(C)(C)C=1C=C(C=C(C1O)C)C(C(=O)OCCOCCOCCOC(C(C)C1=CC(=C(C(=C1)C)O)C(C)(C)C)=O)C